N-[2-[(2-hydroxyethyl)methylamino]ethyl]-N-methyl-glycine OCCN(CCN(CC(=O)O)C)C